methyl 7-[(2Z)-3-(3,5-dichloro-4-fluorophenyl)-4,4,4-tri-fluoro-1-oxo-2-buten-1-yl]furo[3,2-c]pyridine-4-carboxylate ClC=1C=C(C=C(C1F)Cl)/C(=C/C(=O)C=1C2=C(C(=NC1)C(=O)OC)C=CO2)/C(F)(F)F